C(=O)O.COC=1C(=NC(=CC1)C(=O)NC=1C(=NN(C1)CCOCCOC)C1=NC=CC=C1)C1=CC=NC=C1 methoxy-N-(1-(2-(2-methoxyethoxy)ethyl)-3-(pyridin-2-yl)-1H-pyrazol-4-yl)-[2,4'-bipyridine]-6-carboxamide formate